NC1=CC=C(C=C1)C1=C(C2=C(NC(N(C2=O)C2=C(C=C(C(=C2)OCC2=C(C(=CC=C2OC)F)F)OC)F)=O)S1)C(=O)OCC Ethyl 6-(4-aminophenyl)-3-{5-[(2,3-difluoro-6-methoxyphenyl) methoxy]-2-fluoro-4-methoxyphenyl}-2,4-dioxo-1H-thieno[2,3-d]pyrimidine-5-carboxylate